(3S)-3-[2-(2,6-dioxo-3-piperidyl)-1,3-dioxoisoindolin-5-yl]oxopyrrolidine-1-carboxylic acid tert-butyl ester C(C)(C)(C)OC(=O)N1C([C@@H](CC1)C=1C=C2C(N(C(C2=CC1)=O)C1C(NC(CC1)=O)=O)=O)=O